C(C1=CC=CC=C1)N1CN2C(CC1)=CC(=N2)C(=O)OCC ethyl 6-benzyl-4,5,6,7-tetrahydropyrazolo[1,5-c]pyrimidine-2-carboxylate